O1C=C(C2=C1C=CC=C2)C[C@H](NC(C(NC2=C(C=CC=C2)F)=O)=O)B(O)O (R)-(2-(benzofuran-3-yl)-1-(2-oxo-2-(2-fluorophenylamino)acetamido)ethyl)boronic acid